ClC1=C(CNC(=O)[C@]2(C=3C=CC=NC3[C@]3(CC2)OC3)F)C=CC(=C1)Cl |o1:7,14| (2S*,5'S*)-N-(2,4-dichloro-benzyl)-5'-fluoro-6',7'-dihydro-5'H-spiro[oxirane-2,8'-quinoline]-5'-carboxamide